C(CCC)C1=CC=C(C=C1)C1(C=CC(C=C1)=C1C=CC(NC2=CC=CC=C2)(C=C1)C1=CC=C(C=C1)CCCC)NC1=CC=CC=C1 4,4'-bis(4-butylphenyl)-N,N'-bis(phenyl)benzidine